CN(C=1C2=C(N=CN1)CN(CC2)C(=O)OC(C)(C)C)C=2C=NC=CC2C(F)(F)F tert-butyl 4-[methyl[4-(trifluoromethyl)pyridin-3-yl]amino]-5H,6H,7H,8H-pyrido[3,4-d]pyrimidine-7-carboxylate